dichloroammonium phosphate P(=O)([O-])([O-])[O-].Cl[NH2+]Cl.Cl[NH2+]Cl.Cl[NH2+]Cl